3-chloro-4-((3-iodo-1-(4-methoxybenzyl)-1H-pyrazolo[3,4-b]pyridin-4-yl)oxy)aniline ClC=1C=C(N)C=CC1OC1=C2C(=NC=C1)N(N=C2I)CC2=CC=C(C=C2)OC